OC=1C=C2CC[C@@H]([C@@H](C2=CC1)C1=CC=C(C=C1)N1CCC(CC1)CN1CCN(CC1)[C@@H]1CCC=2C=CC(=CC2C1)C1C(NC(CC1)=O)=O)C1=CC=CC=C1 3-((R)-7-(4-((1-(4-((1R,2S)-6-hydroxy-2-phenyl-1,2,3,4-tetrahydronaphthalen-1-yl)phenyl)piperidin-4-yl)methyl)piperazin-1-yl)-5,6,7,8-tetrahydronaphthalen-2-yl)piperidine-2,6-dione